silicon(IV) Iodide [Si](I)(I)(I)I